2-chloro-4'-[(1-{[4-(propan-2-yl)phenyl]carbamoyl}-D-prolyl)amino][1,1'-biphenyl]-4-carboxylic acid ClC1=C(C=CC(=C1)C(=O)O)C1=CC=C(C=C1)NC([C@@H]1N(CCC1)C(NC1=CC=C(C=C1)C(C)C)=O)=O